1-(2-(4-(2-methyl-3-(trifluoromethyl)phenyl)piperazin-1-yl)-2-oxoethyl)-3b,4,4a,5-tetrahydro-1H-cyclopropa[3,4]cyclopenta[1,2-c]pyrazole-3-carboxylic acid CC1=C(C=CC=C1C(F)(F)F)N1CCN(CC1)C(CN1N=C(C2=C1CC1C2C1)C(=O)O)=O